FC(C(=O)N[C@@H]1[C@H](CNCC1)C)(OC=1C=C(C=CC1)C)F 2,2-difluoro-N-((3S,4S)-3-methylpiperidin-4-yl)-2-(m-tolyloxy)acetamide